C(C1=CC=CC=C1)(C1=CC=CC=C1)N1[C@H]([C@@H](C1)CS(=O)(=O)O)C.C=C1CCN(CC1)S(=O)(=O)C1=CC=C(C=C1)[N+](=O)[O-] 4-methylene-1-((4-nitrophenyl)sulfonyl)piperidine (2S,3R)-1-benzhydryl-2-methylazetidin-3-yl-methanesulfonate